FC=1C=C2CCC[C@H](C2=C(C1)F)C1=C2C[C@H]([C@H](C2=C(C=C1)S(=O)(=O)C)O)F (1S,2R)-4-[(1S)-6,8-difluoro-1,2,3,4-tetrahydronaphthalen-1-yl]-2-fluoro-7-methanesulfonyl-2,3-dihydro-1H-inden-1-ol